bismethylallylruthenium CC=CC[Ru]CC=CC